CN(C)CC1=CN2CC(CC3=CC=CC1=C23)N(C)C 1-((dimethylamino)methyl)-N,N-dimethyl-5,6-dihydro-4H-pyrrolo[3,2,1-ij]quinolin-5-amine